C(C)(C)(C)C1CC=C(CC1)C1=CCC(CN1C(=O)OC(C)(C)C)C tert-butyl 6-(4-tert-butylcyclohexen-1-yl)-3-methyl-3,4-dihydro-2H-pyridine-1-carboxylate